benzyl 9-((4-(tert-butoxycarbonyl)piperazin-1-yl)methyl)-3-azaspiro[5.5]undecan-3-carboxylate C(C)(C)(C)OC(=O)N1CCN(CC1)CC1CCC2(CCN(CC2)C(=O)OCC2=CC=CC=C2)CC1